CS(=O)(=O)OC[C@H](CC(COS(=O)(=O)C)(C)C)NC(=O)OC(C)(C)C [(2S)-2-(tert-butoxycarbonylamino)-4,4-dimethyl-5-methyl-sulfonyloxypentyl] methanesulfonate